(2R,6R)-N-{2-benzyl-2-azaspiro[3.3]heptan-6-yl}-4-[5-(difluoromethyl)pyrazin-2-yl]-2,6-dimethylpiperazine-1-carboxamide C(C1=CC=CC=C1)N1CC2(C1)CC(C2)NC(=O)N2[C@@H](CN(C[C@H]2C)C2=NC=C(N=C2)C(F)F)C